COC([C@@H](CCC(CP(=O)(OC)OC)=O)NC(=O)OC(C)(C)C)=O (R)-2-((tert-Butoxycarbonyl)amino)-6-(dimethoxyphosphoryl)-5-oxohexanoic acid methyl ester